5-Methyl-N-(3-(morpholinomethyl)-1,2,4-thiadiazol-5-yl)-4-(3-methoxyphenyl)furan-2-carboxamide CC1=C(C=C(O1)C(=O)NC1=NC(=NS1)CN1CCOCC1)C1=CC(=CC=C1)OC